(R,Z)-1-((4-(2-chlorophenyl)-6-hydroxypyridin-3-yl)sulfonyl)-4-fluoro-N-(4-(methylsulfonyl)but-3-en-2-yl)piperidine-4-carboxamide ClC1=C(C=CC=C1)C1=C(C=NC(=C1)O)S(=O)(=O)N1CCC(CC1)(C(=O)N[C@H](C)\C=C/S(=O)(=O)C)F